CN(C=1C=CC=2CC3=CC=C(C=C3C2C1)N(CC)CC)C 3-dimethylamino-6-diethylaminofluorene